BrC=1C(=CC=NC1)C(=O)OCC ethyl 5-bromo-4-picolinate